4-(dibutylaminomethyldimethoxysilyl)styrene C(CCC)N(CCCC)C[Si](C1=CC=C(C=C)C=C1)(OC)OC